1'-Cyclopropyl-6'-fluoro-5-(trifluoromethoxy)-1'H-1,2'-bibenzo[d]imidazole C1(CC1)N1C(=NC2=C1C=C(C=C2)F)N2C=NC1=C2C=CC(=C1)OC(F)(F)F